N-(methylsulfonyl)propenamide CS(=O)(=O)NC(C=C)=O